4-(2-((5,7-dimethyl-1H-indol-4-yl)methyl)-2-azaspiro[3.5]non-1-yl)benzoic acid CC=1C(=C2C=CNC2=C(C1)C)CN1C(C2(C1)CCCCC2)C2=CC=C(C(=O)O)C=C2